N-(2-hydroxy-5-(1-oxo-6-(4-(trifluoromethoxy)phenyl)-3,4-dihydroisoquinolin-2(1H)-yl)phenyl)cyclopropanesulfonamide OC1=C(C=C(C=C1)N1C(C2=CC=C(C=C2CC1)C1=CC=C(C=C1)OC(F)(F)F)=O)NS(=O)(=O)C1CC1